(S)-(5-(6-(6-(2-(4-cyclopropylpyrimidin-5-yl)-4-fluorophenoxy)-1,2,4-triazin-5-yl)-2,6-diazaspiro[3.4]octan-2-yl)-2,6-dimethylheptan-2-yl)carbamate C1(CC1)C1=NC=NC=C1C1=C(OC2=C(N=CN=N2)N2CC3(CN(C3)[C@@H](CCC(C)(C)NC([O-])=O)C(C)C)CC2)C=CC(=C1)F